(1S)-(+)-3-bromocamphor-10-sulfonic acid BrC1C([C@@]2(CCC1C2(C)C)CS(=O)(=O)O)=O